C(C)C1=CC=C(C=C1)N1N=CC(=C1)C=1C=C2C(=CNC2=CC1)CC(=O)N (5-(1-(4-ethylphenyl)-1H-pyrazol-4-yl)-1H-indol-3-yl)acetamide